n-propyl 3-methoxy-α-cyanocinnamate COC=1C=C(C=C(C(=O)OCCC)C#N)C=CC1